N-(5-(Tert-butyl)pyridin-3-yl)-6-(imidazo[1,2-a]pyridin-3-carbonyl)-4,5,6,7-tetrahydrothieno[2,3-c]pyridin-3-carboxamid C(C)(C)(C)C=1C=C(C=NC1)NC(=O)C1=CSC=2CN(CCC21)C(=O)C2=CN=C1N2C=CC=C1